C(C)(C)(C)C1=CC(=NN1[C@@H]1[C@H](OCC1)CO)NC=1N(C=2C(=NC=C(C2Cl)OC=2C=NN3C2C=NC=C3)N1)C ((2S,3S)-3-(5-(tert-butyl)-3-((7-chloro-1-methyl-6-(pyrazolo[1,5-a]pyrazin-3-yloxy)-1H-imidazo[4,5-b]pyridin-2-yl)amino)-1H-pyrazol-1-yl)tetrahydrofuran-2-yl)methanol